FC1(OC2=C(O1)C=CC(=C2)C2(CC2)C(=O)N[C@@H]2C[C@@H](OC1=CC(=CC=C21)OC)C2CC(CCC2)C(=O)O)F 3-[(2R,4R)-4-({[1-(2,2-difluoro-1,3-benzodioxol-5-yl)cyclopropyl]carbonyl}amino)-7-methoxy-3,4-dihydro-2H-chromen-2-yl]cyclohexanecarboxylic acid